CC([O-])C.CC([O-])C.[Ti+4] Titanium(IV) diisopropoxide